2-((3-(2,6-dioxopiperidin-3-yl)-2-methyl-4-oxo-3,4-dihydroquinazolin-8-yl)oxy)acetaldehyde O=C1NC(CCC1N1C(=NC2=C(C=CC=C2C1=O)OCC=O)C)=O